C1(=C(C=CC=C1)C1=C(C(=C(C=C1)C1=CC=CC=C1)C1=NN=NC(=C1C1=C(C=CC=C1)C1=CC=CC=C1)C1=CC=CC=C1)C1=CC=CC=2SC3=C(C21)C=CC=C3)C3=CC=CC=C3 (biphenylyl)dibenzothiophenyl[phenyl-(biphenylyl)triazinyl]biphenyl